C(C)(=O)CC1=CC=C(S1)C=O 5-acetylmethyl-2-thiophenecarboxaldehyde